ClC=1C=CC(=NC1)[C@]1(OC(C2=C(O1)C=CC=C2)C2CCN(CC2)CC=2N(C1=C(N2)SC(=C1)C(=O)O)C[C@H]1OCC1)C 2-((4-((S)-2-(5-chloropyridin-2-yl)-2-methylbenzo[d][1,3]dioxan-4-yl)piperidin-1-yl)methyl)-1-(((S)-oxetan-2-yl)methyl)-1H-thieno[2,3-d]imidazole-5-carboxylic acid